N-((4R,5S,7R,8R,9S,10R)-8,10-dihydroxy-7-(hydroxymethyl)-9-(4-(3,4,5-trifluorophenyl)-1H-1,2,3-triazol-1-yl)-1,6-dioxaspiro[4.5]decan-4-yl)-2-naphthamide O[C@H]1[C@H](O[C@@]2([C@@H](CCO2)NC(=O)C2=CC3=CC=CC=C3C=C2)[C@@H]([C@H]1N1N=NC(=C1)C1=CC(=C(C(=C1)F)F)F)O)CO